N=1N(N=C2C1C=CC=C2)C2=C(C(=CC(=C2)CCCCC)CCCCCCCCC)O 2-(2H-benzotriazole-2-yl)-6-nonyl-4-pentylphenol